Cl.COC1=CC(NC(=C1)C)=O 4-methoxy-6-methylpyridin-2(1H)-one hydrochloride